C(C)O/C=C/C=1C(=NN(C1C1=CC=NC=C1)COCC[Si](C)(C)C)N1C(C(CC1)CC1=CC(=C(C(=C1)F)F)F)=O (E)-1-(4-(2-ethoxyvinyl)-5-(pyridin-4-yl)-1-((2-(trimethylsilyl)ethoxy)methyl)-1H-pyrazol-3-yl)-3-(3,4,5-trifluorobenzyl)pyrrolidin-2-one